Tetrahydro-2H-pyran-4-yl(8-amino-7-fluoro-6-(7-hydroxy-4-methyl-5,6,7,8-tetrahydro-1,5-naphthyridin-3-yl)isoquinolin-3-yl)carbamate O1CCC(CC1)OC(NC=1N=CC2=C(C(=C(C=C2C1)C=1C=NC=2CC(CNC2C1C)O)F)N)=O